FC1(CCC(CC1)NC1=NC(=NC(=C1)C(C)N(C)C)N1N=C(C=C1C)C)F N-(4,4-difluorocyclohexyl)-2-(3,5-dimethyl-1H-pyrazol-1-yl)-6-(1-(dimethylamino)ethyl)pyrimidin-4-amine